tert-butyl N-({1-[(5-aminopyridin-3-yl) sulfonyl]-5-(2-fluorophenyl)-1H-pyrrol-3-yl} methyl)-N-methylcarbamate NC=1C=C(C=NC1)S(=O)(=O)N1C=C(C=C1C1=C(C=CC=C1)F)CN(C(OC(C)(C)C)=O)C